Methyl 5-chloroisoquinoline-8-carboxylate ClC1=C2C=CN=CC2=C(C=C1)C(=O)OC